2-[4-(4-Bromo-1-methyl-1H-pyrazole-3-carbonyl)-piperazin-1-yl]-1-(3,4-difluoro-phenyl)-ethanone BrC=1C(=NN(C1)C)C(=O)N1CCN(CC1)CC(=O)C1=CC(=C(C=C1)F)F